C12(CC3CC(CC(C1)C3)C2)CN2C[C@@H]3[C@H](C2)CC(C3)NC=3N=NC(=CC3)C3=C(C=CC(=C3)F)Cl (3aR,5s,6aS)-2-(1-adamantylmethyl)-N-[6-(2-chloro-5-fluoro-phenyl)pyridazin-3-yl]-3,3a,4,5,6,6a-hexahydro-1H-cyclopenta[c]pyrrol-5-amine